N2-ethyl-1-methyl-N5-(4-(4-(trifluoromethyl)piperidin-1-yl)phenyl)-1H-benzo[d]imidazole-2,5-diamine C(C)NC1=NC2=C(N1C)C=CC(=C2)NC2=CC=C(C=C2)N2CCC(CC2)C(F)(F)F